ethyl 1-benzyl-4-(trifluoromethyl)-2,5-dihydro-1H-pyrrole-3-carboxylate C(C1=CC=CC=C1)N1CC(=C(C1)C(F)(F)F)C(=O)OCC